ClC=1C(=NC(=NC1C(F)(F)F)N1[C@H](CC1)C)N1CC(C1)OCC(=O)N1CCN(CC1)C(=O)OC(C)(C)C Tert-butyl (S)-4-(2-((1-(5-chloro-2-(2-methylazetidin-1-yl)-6-(trifluoromethyl)pyrimidin-4-yl)azetidin-3-yl)oxy)acetyl)piperazin-1-carboxylate